4,4'-methylene-bis-(cyclohexylamine) C(C1CCC(CC1)N)C1CCC(CC1)N